7-(1-cyclopropyl-1,2,3,6-tetrahydropyridin-4-yl)-2-(4,6-dimethylpyrazolo[1,5-a]pyrazin-2-yl)-4H-pyrido[1,2-a]pyrimidin-4-one C1(CC1)N1CCC(=CC1)C=1C=CC=2N(C(C=C(N2)C2=NN3C(C(=NC(=C3)C)C)=C2)=O)C1